2-fluoroethanone FCC=O